N-phenyl-4-methoxybenzenesulfonamide C1(=CC=CC=C1)NS(=O)(=O)C1=CC=C(C=C1)OC